butyl 4-methylenepiperidine-1-carboxylate C=C1CCN(CC1)C(=O)OCCCC